1-(2-(2,2-dimethylpyrrolidin-1-yl)ethyl)-3-(6-methyl-5-((1-methyl-6-(pyrimidin-5-ylamino)-1H-pyrazolo[3,4-d]pyrimidin-3-yl)amino)pyridin-3-yl)urea CC1(N(CCC1)CCNC(=O)NC=1C=NC(=C(C1)NC1=NN(C2=NC(=NC=C21)NC=2C=NC=NC2)C)C)C